C=C1C(NCC(N1)=O)=O methylene-2,5-piperazinedione